C(C)(C)(C)OC(C1=C(C(=CC=C1CCCCCOS(=O)(=O)C1=CC=C(C)C=C1)F)F)=O 2,3-difluoro-6-(5-(p-toluenesulfonyloxy)pentyl)benzoic acid tert-butyl ester